FC1=C(C(=O)N[C@H](C(=O)OC)CC2=CC=C(C=3N2C=CN3)C3=NC(=NC(=C3C(F)(F)F)C)C)C(=CC(=C1)N[C@@H](C(F)(F)F)CC)F methyl (S)-2-(2,6-difluoro-4-(((R)-1,1,1-trifluorobutan-2-yl)amino)benzamido)-3-(8-(2,6-dimethyl-5-(trifluoromethyl)pyrimidin-4-yl)imidazo[1,2-a]pyridin-5-yl)propanoate